NC1=NC=2C=CC=C(C2C=C1)S(=O)(=O)C1C(OCC1C1=CC=CC=C1)(C(=O)N)C1=C(C=CC(=C1)C)OC (2-aminoquinoline-5-sulfonyl)-2-(2-methoxy-5-methylphenyl)-4-phenyloxolane-2-carboxamide